1-(2-(2-iodophenyl)-1H-indol-1-yl)-2-methylpropan-2-ene-1-one IC1=C(C=CC=C1)C=1N(C2=CC=CC=C2C1)C(C(=C)C)=O